C(=O)(O)C1=CC=C(C=C1)C1=CC=C(C=C1)C1(CC(=CC(=C1)C1=CC=C(C=C1)C1=CC=C(C=C1)C(=O)O)C1=CC=C(C=C1)C1=CC=C(C=C1)C(=O)O)CCO 1,3,5-tris(4'-carboxy[1,1'-biphenyl]-4-yl)benzene-ethanol